6-chloro-1-(tetrahydro-2H-thiopyran-4-yl)-1,5-dihydro-4H-pyrazolo[3,4-d]pyridin-4-one ClC=1NC(C2=C(C1)N(N=C2)C2CCSCC2)=O